(S)-N-(3-(7-fluoro-2-((6-(pyrrolidin-3-ylamino)pyridin-3-yl)amino)quinazolin-8-yl)phenyl)acrylamide FC1=CC=C2C=NC(=NC2=C1C=1C=C(C=CC1)NC(C=C)=O)NC=1C=NC(=CC1)N[C@@H]1CNCC1